C(C)(C)(C)OC(=O)N1C[C@H](CC1)[C@@H](C(=O)OC(C)(C)C)CC1=CC2=C(OCCO2)C(=C1)CON1C(C2=CC=CC=C2C1=O)=O (R)-3-((S)-1-(tert-butyloxy)-3-(8-(((1,3-dioxoisoindol-2-yl)oxy)methyl)-2,3-dihydrobenzo[b][1,4]dioxin-6-yl)-1-oxopropan-2-yl)pyrrolidine-1-carboxylic acid tert-butyl ester